C(C1=CC=CC=C1)N1C2=NC=NC(=C2N=C1C1=C(C=C(OCCCNC(C)=O)C=C1)Cl)OC1(CC1)C N-(3-(4-(9-benzyl-6-(1-methylcyclopropoxy)-9H-purin-8-yl)-3-chlorophenoxy)propyl)acetamide